2-((E)-((E)-4-((E)-3-(3-bromophenyl)acryloyloxy)-3-chloro-5-methoxybenzylidene)amino)-3-methylpentanoic acid BrC=1C=C(C=CC1)/C=C/C(=O)OC1=C(C=C(\C=N\C(C(=O)O)C(CC)C)C=C1OC)Cl